N-(3-chloro-5-(methylsulfonamido)phenyl)-4-(5-fluoro-3-(3-hydroxy-3-methylbut-1-yn-1-yl)pyridin-2-yl)-5-methylthiophene-2-carboxamide ClC=1C=C(C=C(C1)NS(=O)(=O)C)NC(=O)C=1SC(=C(C1)C1=NC=C(C=C1C#CC(C)(C)O)F)C